O1CCC(=CC1)C1=C(C=C(C=C1C)B1OC(C(O1)(C)C)(C)C)C 2-(4-(3,6-dihydro-2H-pyran-4-yl)-3,5-dimethylphenyl)-4,4,5,5-tetramethyl-1,3,2-dioxaborolane